Sodium (E)-6,6'-(ethene-1,2-diyl)bis(3-(phenylsulfonamido) benzenesulfonate) C(=C\C1=CC=C(C=C1S(=O)(=O)[O-])NS(=O)(=O)C1=CC=CC=C1)/C1=CC=C(C=C1S(=O)(=O)[O-])NS(=O)(=O)C1=CC=CC=C1.[Na+].[Na+]